C(C)(C)(C)OC(=O)N1C(CN(CC1)C)C 2,4-dimethylpiperazine-1-carboxylic acid tert-butyl ester